Cl(=O)(=O)(=O)O.C(CCCCCCCCCCCCCCCCC)CN(C)C stearyl-trimethyl-amine perchlorate